2-(1-(3-Hydroxy-5-(1-phenyl-1H-pyrazol-4-yl)pyridinamido)cyclopropyl)acetic acid OC=1C(=NC=C(C1)C=1C=NN(C1)C1=CC=CC=C1)C(=O)NC1(CC1)CC(=O)O